9-(4-chlorophenyl)-10-(p-tolylsulfinyl)phenanthrene (R)-1,1,1-trifluoropropan-2-yl-(4-cyclobutyl-3-(3,3-difluorocyclobutyl)-1-methyl-1H-pyrazol-5-yl)carbamate FC([C@@H](C)N(C(O)=O)C1=C(C(=NN1C)C1CC(C1)(F)F)C1CCC1)(F)F.ClC1=CC=C(C=C1)C=1C2=CC=CC=C2C=2C=CC=CC2C1S(=O)C1=CC=C(C=C1)C